3-ethynyl-imidazolo[1,2-b]pyridazine C(#C)C1=CN=C2N1N=CC=C2